C(C)(C)(C)OC(=O)N1CC=2N=C(N=C(C2CC1)O)C 4-hydroxy-2-methyl-5,8-dihydropyrido[3,4-d]pyrimidine-7(6H)-carboxylic acid tert-butyl ester